6-(3-chlorophenyl)benzol ClC=1C=C(C=CC1)C1=CC=CC=C1